2-(2,6-dimethyl-4-(3-(4-(4-(trifluoromethyl)benzyl)piperazin-1-yl)propyl)phenoxy)-2-methylpropanoic acid ethyl ester C(C)OC(C(C)(C)OC1=C(C=C(C=C1C)CCCN1CCN(CC1)CC1=CC=C(C=C1)C(F)(F)F)C)=O